3,4-bis(di-n-hexylphosphino)-2-methylthiophene C(CCCCC)P(C1=C(SC=C1P(CCCCCC)CCCCCC)C)CCCCCC